CC(C(=O)OCC1=CC=CC=C1)(C=O)C benzyl 2,2-dimethyl-3-oxopropanoate